C1(CC1)OC1=C(C=C(C=C1)C1(CCN(CC1)C)O)NC1=NC=C(C(=N1)C1=CC(=C2C(NC(C2=C1)=O)(C)C)CCO)F 6-(2-((2-cyclopropoxy-5-(4-hydroxy-1-methylpiperidin-4-yl)phenyl)amino)-5-fluoropyrimidin-4-yl)-4-(2-hydroxyethyl)-3,3-dimethylisoindolin-1-one